2-{7-bromo-2-[4-chloro-2-(trifluoromethoxy)phenyl][1,2,4]triazolo[1,5-c]quinazolin-5-yl}-N-butyl-D-alaninamide BrC1=CC=CC=2C=3N(C(=NC12)[C@@](N)(C)C(=O)NCCCC)N=C(N3)C3=C(C=C(C=C3)Cl)OC(F)(F)F